4-(2-(4,7-Dichloro-3-hydroxy-2-oxoindolin-3-yl)acetamido)tetrahydro-2H-pyran-4-carboxylic acid methyl ester COC(=O)C1(CCOCC1)NC(CC1(C(NC2=C(C=CC(=C12)Cl)Cl)=O)O)=O